Tert-butyl 2-formyl-6-((4-(5-(pyrrolidin-1-yl)pyridin-3-yl)-1H-1,2,3-triazol-1-yl)methyl)-1H-indole-1-carboxylate C(=O)C=1N(C2=CC(=CC=C2C1)CN1N=NC(=C1)C=1C=NC=C(C1)N1CCCC1)C(=O)OC(C)(C)C